2,5-di-chloro-7H-pyrrolo[2,3-d]pyrimidine ClC=1N=CC2=C(N1)NC=C2Cl